C(CCCC[C@@H]1SC[C@@H]2NC(=O)N[C@H]12)(=O)NCCCCCCN(CCCCCCNC(CCCC[C@@H]1SC[C@@H]2NC(=O)N[C@H]12)=O)CC1=CC=C(C=C1)C(NCCOCCOCCOCCC(=O)O)=O 1-(4-((Bis(6-(biotinylamino)hexyl)amino)methyl)phenyl)-1-oxo-5,8,11-trioxa-2-azatetradecan-14-oic Acid